N1(CC2(OCC1)CCC1=CC=CC=C12)C(=O)C1=C(OC=2N=CN=C(C21)NC2(CC2)C)C 5-({2,3-dihydrospiro[indene-1,2'-morpholin]-4'-yl}carbonyl)-6-methyl-N-(1-methylcyclopropyl)furo[2,3-d]pyrimidin-4-amine